BrC1=C(C=C(C=C1)OC1=CC=C(C=C1)[N+](=O)[O-])Cl 1-bromo-2-chloro-4-(4-nitrophenoxy)benzene